1-[5-[(2,3-dichlorophenyl)thio]-4-nitro-2-thienyl]-ethanone ClC1=C(C=CC=C1Cl)SC1=C(C=C(S1)C(C)=O)[N+](=O)[O-]